C(C)(C)(C)N1N=CC(=C1)C(=O)NCC1=C(C=C(C=C1)C1=NC=NC(=C1)NC=1C=C2N(N1)CCC2)C 1-(tert-butyl)-N-(4-(6-((5,6-dihydro-4H-pyrrolo[1,2-b]pyrazol-2-yl)amino)pyrimidin-4-yl)-2-methylbenzyl)-1H-pyrazole-4-carboxamide